C1(CC1)CCC(C1=NC2=C(N1C)C=CC(=C2)CN(C)C)NC(OC(C)(C)C)=O tert-butyl N-[3-cyclopropyl-1-[5-[(dimethylamino)methyl]-1-methylbenzoimidazol-2-yl] propyl]carbamate